C(=O)(O)C(O)C(O)C(=O)O.N[C@@H]1C[C@@H](CC1)O (1R,3S)-3-amino-cyclopentanol tartrate